[N+](=O)([O-])C1=CC=C(C=N1)N1CC(C1)C=O 1-(6-nitropyridin-3-yl)azetidine-3-carbaldehyde